Isopropyl (E)-3-(3-(3-(pentafluorosulfaneyl)-5-(trifluoromethyl)phenyl)-1H-1,2,4-triazol-1-yl)-2-(pyrimidin-5-yl)acrylate FS(C=1C=C(C=C(C1)C(F)(F)F)C1=NN(C=N1)/C=C(/C(=O)OC(C)C)\C=1C=NC=NC1)(F)(F)(F)F